tert-butyl (tert-butoxycarbonyl)(5-(4-isobutyrylpiperazin-1-yl)-7-(N-(1-methylcyclopropyl)sulfamoyl)quinolin-2-yl)carbamate C(C)(C)(C)OC(=O)N(C(OC(C)(C)C)=O)C1=NC2=CC(=CC(=C2C=C1)N1CCN(CC1)C(C(C)C)=O)S(NC1(CC1)C)(=O)=O